N[C@H](C1=CC=CC=C1)C(=O)[O-] (R)-phenylglycinate